5-chloromethyl-3(2H)-isothiazolone ClCC1=CC(NS1)=O